2,2-diphenylethene C1(=CC=CC=C1)C(=C)C1=CC=CC=C1